ClC=1C=C(C=C(C1)NS(=O)(=O)C)NC(=O)C1=CC(=CS1)C1=C(C(=O)N(C)C)C=CC=N1 2-(5-((3-chloro-5-(methylsulfonamido)phenyl)carbamoyl)thiophen-3-yl)-N,N-dimethylnicotinamide